C(=C)C[SiH](OCCOC)OCCOC vinylmethylbis(2-methoxyethoxy)silane